BrC=1C=C2CN(C(C2=C(C1)S(=O)(=O)N1CC(C1)OC)=O)[C@@H](C)C1CC1 (S)-5-bromo-2-(1-cyclopropylethyl)-7-((3-methoxyazetidin-1-yl)sulfonyl)isoindolin-1-one